C1(CCCC1)N1C(N(C[C@H]1C)C=1C=C2CN(C(C2=CC1)=O)C1C(NC(CC1)=O)=O)=O 3-(5-((R)-3-cyclopentyl-4-methyl-2-oxoimidazolidin-1-yl)-1-oxoisoindolin-2-yl)piperidine-2,6-dione